C(C)N(CCNC(NC=1C=C2C=CC(=NC2=CC1)N1CCN(CC1)C(=O)OCC1=CC=CC=C1)=S)CC Benzyl 4-(6-(3-(2-(diethylamino)ethyl)thioureido)quinolin-2-yl)piperazine-1-carboxylate